3-{4-[(4-bromophenyl)sulfamoyl]phenyl}-1-(pyridin-3-ylmethyl)urea BrC1=CC=C(C=C1)NS(=O)(=O)C1=CC=C(C=C1)NC(NCC=1C=NC=CC1)=O